C(C=C)(=O)NC=1C=C(C=CC1N1[C@H](CN(CC1)C1CCOCC1)C)NC1=CC=CC(=N1)C1=C(C(=NC=C1)NC(C1=C(C=C(C=C1)C(C)(C)C)F)=O)CO (S)-N-(6-((3-acrylamido-4-(2-methyl-4-(tetrahydro-2H-pyran-4-yl)piperazin-1-yl)phenyl)amino)-3'-(hydroxymethyl)-[2,4'-bipyridin]-2'-yl)-4-(tert-butyl)-2-fluorobenzamide